O.P(=O)([O-])(O)O.[Na+] monosodium phosphate, monohydrate